ClC=1C2=C(N(C(N1)=O)C1=C(C=CC=C1CC)CC)N=C(C=C2)Cl 4,7-Dichloro-1-(2,6-diethylphenyl)pyrido[2,3-d]pyrimidin-2(1H)-one